O[C@H]1[C@@H]([C@@H]2[C@@H](OCC(=CC2)C=2C=C(C(=O)O)C=CC2)C1)\C=C\C(COC1=CC=CC=C1)O 3-{(5aR,6R,7R,8aS)-7-hydroxy-6-[(1E)-3-hydroxy-4-phenoxy-1-buten-1-yl]-5,5a,6,7,8,8a-hexahydro-2H-cyclopenta[b]oxepin-3-yl}benzoic Acid